(S)-2,5-dioxopyrrolidin-1-yl 37-(4-(2,5-dioxo-2,5-dihydro-1H-pyrrol-1-yl) butanamido)-31,38,43-trioxo-2,5,8,11,14,17,20,23,26,29-decaoxa-32,39,44-triazahexatetracontan-46-oate O=C1N(C(C=C1)=O)CCCC(=O)N[C@@H](CCCCNC(COCCOCCOCCOCCOCCOCCOCCOCCOCCOC)=O)C(NCCCC(NCC(=O)ON1C(CCC1=O)=O)=O)=O